(R)-(1'-(3-acetyl-5-bromopyrazin-2-yl)-3H-spiro[benzofuran-2,4'-piperidin]-3-yl)carbamic acid tert-butyl ester C(C)(C)(C)OC(N[C@@H]1C2=C(OC13CCN(CC3)C3=NC=C(N=C3C(C)=O)Br)C=CC=C2)=O